BrC1=CC=2N(C=C1)N=C(C2N)CC 5-bromo-2-ethylpyrazolo[1,5-a]pyridin-3-amine